3-(2H-benzotriazol-2-yl)-5-(1,1-dimethylethyl)-4-hydroxy-phenylpropionic acid octyl ester C(CCCCCCC)OC(C(C)C1=CC(=C(C(=C1)C(C)(C)C)O)N1N=C2C(=N1)C=CC=C2)=O